ClC1=CC(=C(C=C1)[C@H](C(=O)N1CCN(CC1)C=1C2=C(N=CN1)[C@@H](C[C@H]2C)O)CNCC2CC2)F (S)-2-(4-chloro-2-fluorophenyl)-3-(cyclopropylmethylamino)-1-(4-((5R,7R)-7-hydroxy-5-methyl-6,7-dihydro-5H-cyclopenta[d]pyrimidin-4-yl)piperazin-1-yl)propan-1-one